benzimidic acid C(C1=CC=CC=C1)(O)=N